1,5-dimethyl-2,4-dinitrobenzene CC1=C(C=C(C(=C1)C)[N+](=O)[O-])[N+](=O)[O-]